CN1CCC(CC1)C(=O)NC1=CC=C2C(=N1)NC=C2C2=CC=1N(C=C2)N=CC1C=1C=NC=CC1 1-methyl-N-(3-(3-(pyridin-3-yl)pyrazolo[1,5-a]pyridin-5-yl)-1H-pyrrolo[2,3-b]pyridin-6-yl)piperidine-4-carboxamide